N-(4-cyclobutyl-5-(4-fluorophenyl)-1-methyl-1H-pyrazol-3-yl)-[1,1'-bi(cyclopropane)]-1-carboxamide C1(CCC1)C=1C(=NN(C1C1=CC=C(C=C1)F)C)NC(=O)C1(CC1)C1CC1